(1S,3R,4S)-N-((R)-1-cyano-2-((R)-2-oxopyrrolidin-3-yl)ethyl)-5,5-difluoro-2-(4-methoxy-1H-indole-2-carbonyl)-2-azabicyclo[2.2.2]octane-3-carboxamide C(#N)[C@@H](C[C@@H]1C(NCC1)=O)NC(=O)[C@@H]1N([C@@H]2CC([C@H]1CC2)(F)F)C(=O)C=2NC1=CC=CC(=C1C2)OC